tertbutyl 4-(2-bromo-3-(2,2-difluoroethyl)-1H-indol-5-yl)piperidine-1-carboxylate BrC=1NC2=CC=C(C=C2C1CC(F)F)C1CCN(CC1)C(=O)OC(C)(C)C